N-(2-naphthylmethylene)benzoyl-hydrazine C1=C(C=CC2=CC=CC=C12)C=NNC(C1=CC=CC=C1)=O